3-benzylpiperazine C(C1=CC=CC=C1)C1CNCCN1